FC=1C(=C(C=CC1)NC=1C(=NN2C1C(NCC2)=O)C2=C(C=NC=C2)NC[C@H]2OCCC2)OC [(3-fluoro-2-methoxyphenyl)amino]-2-(3-[[(2s)-oxolan-2-ylmethyl]amino]pyridin-4-yl)-5H,6H,7H-pyrazolo[1,5-a]pyrazin-4-one